N-(2-((Methylamino)methyl)benzyl)-N-(2-oxo-2-((2'-oxo-1,1',2',3-tetrahydrospiro[indene-2,3'-pyrrolo[2,3-b]pyridin]-5-yl)amino)ethyl)oxetane-3-carboxamide CNCC1=C(CN(C(=O)C2COC2)CC(NC=2C=C3CC4(C(NC5=NC=CC=C54)=O)CC3=CC2)=O)C=CC=C1